CNC=1N=CC(=C2C=C(N=CC12)NC(=O)C1CC1)C#CC1=CC2=C(N=C3N2CCCC3)C=C1 N-(8-(methylamino)-5-((1,2,3,4-tetrahydrobenzo[4,5]imidazo[1,2-a]pyridin-8-yl)ethynyl)-2,7-naphthyridin-3-yl)cyclopropanecarboxamide